C(CCCCCCCCCC)OC(C=1C(C(=O)OCCCCCCCCCCC)=CC=CC1)=O Diundecyl-phthalat